3-(3-(5-tert-butylisoxazol-3-yl)ureido)-N-(2-hydroxyethyl)-2,3,4,9-tetrahydro-1H-carbazole-6-carboxamide C(C)(C)(C)C1=CC(=NO1)NC(NC1CCC=2NC3=CC=C(C=C3C2C1)C(=O)NCCO)=O